ClC=1[NH2+]CCN1 2-chloroimidazolinium